1-[5-(Benzyloxy)-1-(cyclohexylmethyl)-1H-pyrazol-3-yl]-N-(2H3)methylmethanamine C(C1=CC=CC=C1)OC1=CC(=NN1CC1CCCCC1)CNC([2H])([2H])[2H]